cobalt-chromium-tungsten-platinum [Pt].[W].[Cr].[Co]